ClC=1C=C(C=CC1OCC1=NC=CC=C1)NC1=NC=NC2=CC=C(C(=C12)OCC)NC(C=CC1N(CCC1)CC)=O N-(4-((3-chloro-4-(pyridin-2-ylmethoxy)phenyl)amino)-5-ethoxyquinazolin-6-yl)-3-(1-ethylpyrrolidin-2-yl)acrylamide